cyclopropyl(2-(4-phenyl-1H-imidazol-2-yl)piperidin-1-yl)methanone C1(CC1)C(=O)N1C(CCCC1)C=1NC=C(N1)C1=CC=CC=C1